CC1=CC=C(C=C1)S(=O)(=O)OCCC(CCOS(=O)(=O)C1=CC=C(C=C1)C)(F)F [3,3-difluoro-5-(p-tolylsulfonyloxy)pentyl] 4-methylbenzenesulfonate